O=C([C@H](O)[C@@H](O)[C@H](O)[C@H](O)CO)[O-].[Zn+2].O=C([C@H](O)[C@@H](O)[C@H](O)[C@H](O)CO)[O-] zinc gluconate salt